N-{[5-(cyclopropylmethoxy)-2-fluorophenyl]methyl}-5-{2-acetamidoimidazo[1,2-b]pyridazin-6-yl}pyridine-3-carboxamide C1(CC1)COC=1C=CC(=C(C1)CNC(=O)C=1C=NC=C(C1)C=1C=CC=2N(N1)C=C(N2)NC(C)=O)F